6-((3-chlorophenyl)amino)-5-nitronicotinic acid methyl ester COC(C1=CN=C(C(=C1)[N+](=O)[O-])NC1=CC(=CC=C1)Cl)=O